C(C(C)C)N(CC(C)C)CC(C)C tri-iso-butylamine